OCC=1N=CC2=C(N1)N(C(CC2)=O)C2=CC=C(C=C2)OC2=CC=CC=C2 2-(hydroxymethyl)-8-(4-phenoxyphenyl)-5,8-dihydropyrido[2,3-d]pyrimidin-7(6H)-one